5-bromo-2-(3,5-dimethylphenyl)quinoline BrC1=C2C=CC(=NC2=CC=C1)C1=CC(=CC(=C1)C)C